[Si](C)(C)(C(C)(C)C)O[C@H](CN1N=C(C(=C1CO)I)OC(C)C)C (S)-(1-(2-((tert-butyldimethylsilyl)oxy)propyl)-4-iodo-3-isopropoxy-1H-pyrazol-5-yl)methanol